2,6-diethyl-naphthalenedicarboxylic acid hexyl ester C(CCCCC)OC(=O)C1C(C=CC2=CC(=CC=C12)CC)(C(=O)O)CC